iso-Pentyl-2-methoxy-4-methyl-1H-imidazole-1-carboxamide C(CC(C)C)C1=C(N=C(N1C(=O)N)OC)C